4,6-dichloro-2-(3,3-dimethylpyrrolidin-1-yl)nicotinic acid ClC1=CC(=NC(=C1C(=O)O)N1CC(CC1)(C)C)Cl